2-bromo-4-[4-(dimethoxymethyl)-1-piperidinyl]benzaldehyde BrC1=C(C=O)C=CC(=C1)N1CCC(CC1)C(OC)OC